N,N-di(n-butyl)ethylamine C(CCC)N(CCCC)CC